(2S,4R)-1-((4-phenoxybenzoyl)glycyl)-4-(thiazol-2-yl)pyrrolidine-2-carboxylic acid methyl ester COC(=O)[C@H]1N(C[C@@H](C1)C=1SC=CN1)C(CNC(C1=CC=C(C=C1)OC1=CC=CC=C1)=O)=O